[6-[(3,5-Difluoro-2-pyridyl)methyl]-2-azaspiro[3.3]heptan-2-yl]-[(3S)-3-(4H-1,2,4-triazol-3-yl)pyrrolidin-1-yl]methanone FC=1C(=NC=C(C1)F)CC1CC2(CN(C2)C(=O)N2C[C@H](CC2)C2=NN=CN2)C1